(cis)-3-(5-(5,5-dimethyl-1,3,2-dioxaborinan-2-yl)-2-methyl-7-(trifluoromethyl)-1H-benzo[d]imidazol-1-yl)-1-methylcyclobutan-1-ol CC1(COB(OC1)C1=CC2=C(N(C(=N2)C)C2CC(C2)(O)C)C(=C1)C(F)(F)F)C